1-butyl-3-methylfluoroimidazole formate C(=O)O.C(CCC)N1C(N(C=C1)C)F